1-N'-[3-fluoro-4-[6-methoxy-7-(3-morpholin-4-ylpropoxy)pyrido[3,2-d]pyrimidin-4-yl]oxyphenyl]-1-N-(4-fluorophenyl)cyclopropane-1,1-dicarboxamide FC=1C=C(C=CC1OC=1C2=C(N=CN1)C=C(C(=N2)OC)OCCCN2CCOCC2)NC(=O)C2(CC2)C(=O)NC2=CC=C(C=C2)F